NC(CCNC(=O)C=1N(C=C(C1)NC(=O)C=1NC=C(C1)NC(C1=CC=C(C=C1)\C=C\C=1C=NC2=CC=CC=C2C1)=O)C)=N (E)-N-(3-amino-3-iminopropyl)-1-methyl-4-(4-(4-(2-(quinolin-3-yl)vinyl)benzoylamino)-1H-pyrrole-2-carboxamido)-1H-pyrrole-2-carboxamide